3-(5-Chloro-1-(4-(trifluoromethyl)phenyl)-1H-pyrazolo[3,4-b]pyridin-3-yl)-1,2,4-oxadiazol-5(4H)-one ClC=1C=C2C(=NC1)N(N=C2C2=NOC(N2)=O)C2=CC=C(C=C2)C(F)(F)F